BrC1=CC(=C(C(=C1)OC[C@@H]1CNCC1)C1=CC(=NN1)NC=1N=CC(=NC1)C#N)OC (S)-5-((5-(4-bromo-2-methoxy-6-(pyrrolidin-3-ylmethoxy)phenyl)-1H-pyrazol-3-yl)amino)pyrazine-2-carbonitrile